FC1=C(C=CC(=C1F)OC)C1=CN=C2N1C=CN=C2NC2=CC(=C(C(=O)NC1CC(CC1)NC([C@H](CCCNC(=N)N)N)=O)C=C2)CC |r| 4-[[3-(2,3-difluoro-4-methoxy-phenyl)imidazo[1,2-a]pyrazin-8-yl]amino]-2-ethyl-N-[3-[[rac-(2S)-2-amino-5-guanidino-pentanoyl]amino]cyclopentyl]benzamide